FC(C(=O)O)(F)F.BrC1=CC=C2COCC(C=3C=NN(C[C@@]45[C@H](N[C@H](C(NC2=N1)=O)C5)C4)C3)=C (1R,19S,21R)-14-bromo-7-methylidene-9-oxa-3,4,15,17,20-pentaazapentacyclo[17.3.1.13,6.01,21.011,16]tetracosa-4,6(24),11,13,15-pentaen-18-one trifluoroacetic acid salt